C1(=CC(=CC=C1)[C@H](C1CCN(CC1)C(=O)C=1C=CC2=C(NC(CO2)=O)C1)C1=CC=CC=C1)C |o1:6| 6-[4-[(R or S)-m-Tolyl(phenyl)methyl]piperidine-1-carbonyl]-4H-1,4-benzoxazin-3-one